ClC1=CC(=C(C=C1)C=1C=2N(N=C(C1)[C@@H]1C[C@@H](OCC1)C1=CC(=NC=C1)C1CC1)C(C(=C(N2)C)C)=O)F 9-(4-chloro-2-fluoro-phenyl)-7-[(2R,4S)-2-(2-cyclopropyl-4-pyridyl)tetrahydropyran-4-yl]-2,3-dimethyl-pyrimido[1,2-b]pyridazin-4-one